BrC1=C(C=C(C=C1)C1C(C1)C(=O)O)F 2-(4-bromo-3-fluorophenyl)cyclopropane-1-carboxylic acid